2-(1-methyl-1H-imidazol-4-yl)ethan-1-one CN1C=NC(=C1)CC=O